1-(4-bromophenyl)-naphthalene BrC1=CC=C(C=C1)C1=CC=CC2=CC=CC=C12